5-([1,2,4]triazolo[1,5-a]pyridin-6-yl)-N-(2-bromophenyl)-1-(6-methylpyridin-2-yl)-1H-pyrazole-3-carboxyamide N=1C=NN2C1C=CC(=C2)C2=CC(=NN2C2=NC(=CC=C2)C)CC(=O)NC2=C(C=CC=C2)Br